O(C1=CC=CC=C1)C1=NC=CC=C1C1CCNCC1 2-Phenoxy-3-(piperidin-4-yl)pyridine